N,2-Dimethyl-4-(4-nitrophenoxy)benzamide CNC(C1=C(C=C(C=C1)OC1=CC=C(C=C1)[N+](=O)[O-])C)=O